CC1(N(CC1)C(=O)[O-])C(=O)OC 2-methyl 2-methylazetidine-1,2-dicarboxylate